(1-(6-(3-ethyltetrahydrofuran-3-yl)pyridin-2-yl)-1H-pyrazolo[4,3-c]pyridin-6-yl)acetamide C(C)C1(COCC1)C1=CC=CC(=N1)N1N=CC=2C=NC(=CC21)CC(=O)N